BrC=1C(=CN=NC1)N 5-Bromopyridazine-4-amine